(R)-2-Methyl-N-[(s,3'S,4R)-4-{5-[(cyclopropylmethyl)sulfanyl]pyrazin-2-yl}-1',3'-dihydrospiro[cyclohexane-1,2'-inden]-3'-yl]propane-2-sulfinamide CC(C)(C)[S@@](=O)N[C@H]1C2(CC3=CC=CC=C13)CCC(CC2)C2=NC=C(N=C2)SCC2CC2